C(C)(C)(C)N(C(O)=O)C12CC(C1)(C2)C2=CC(=NO2)C2=CC(=C(C=C2)Cl)F.C2(=CC=CC=C2)C=2OC(=C1C=CC=CC21)C2=CC=CC=C2 1,3-diphenyl-isobenzofuran tert-butyl-(3-(3-(4-chloro-3-fluorophenyl)isoxazol-5-yl)bicyclo[1.1.1]pentan-1-yl)carbamate